C(C)(C)(C)N1N=C(C(=C1NC1=NC=CC=C1)C(=O)N)C1=CC=C(C=C1)NS(=O)(=O)CC 1-(tert-butyl)-3-(4-(ethylsulfonamido)phenyl)-5-(pyridin-2-ylamino)-1H-pyrazole-4-carboxamide